4-(2-methyl-3-oxo-3,4-dihydro-2H-benzo[b][1,4]thiazine-6-carboxamido)benzenesulfonyl chloride CC1C(NC2=C(S1)C=CC(=C2)C(=O)NC2=CC=C(C=C2)S(=O)(=O)Cl)=O